[Si](C)(C)(C(C)(C)C)OCCC(CCO)C 5-((tert-Butyldimethylsilyl)oxy)-3-methylpentan-1-ol